O1CC(C1)CO oxetane-3-methanol